N-(2-(1-benzylpiperidin-4-yl)ethyl)-5-(2-hydroxyphenyl)thiophene-2-carboxamide C(C1=CC=CC=C1)N1CCC(CC1)CCNC(=O)C=1SC(=CC1)C1=C(C=CC=C1)O